methyl 2-(4-benzyloxy-3-chloro-anilino)benzoate C(C1=CC=CC=C1)OC1=C(C=C(NC2=C(C(=O)OC)C=CC=C2)C=C1)Cl